[OH-].CC(COCCCN1C=[N+](C=C1)CCCOCC(C)C)C 1,3-bis[3-(2-methylpropyloxy)propyl]imidazolium hydroxide